C1CNC(=O)N1.C1CNC(=O)N1.O ethyleneurea hemihydrate